N-[3-(cyclohepta-2,4,6-trienyl)prop-2-ynyl]-4-methyl-N-[3-(4-methylphenyl)prop-2-ynyl]benzenesulfonamide C1(C=CC=CC=C1)C#CCN(S(=O)(=O)C1=CC=C(C=C1)C)CC#CC1=CC=C(C=C1)C